5-(cyclohexen-1-yl)-N-[3-fluoro-4-[[6-methoxy-7-(2-methoxyethoxy)-1,5-naphthyridin-4-yl]oxy]phenyl]-4-hydroxy-6-methylpyridine-3-carboxamide C1(=CCCCC1)C=1C(=C(C=NC1C)C(=O)NC1=CC(=C(C=C1)OC1=CC=NC2=CC(=C(N=C12)OC)OCCOC)F)O